(1R,2S,4S,5R)-2-(hydroxymethyl)-2-(methoxymethyl)-5-phenylquinuclidin-3-one OC[C@]1(N2C[C@H]([C@@H](C1=O)CC2)C2=CC=CC=C2)COC